(3aR,5R,6S,6aR)-6-(benzyloxy)-5-((benzyloxy)methyl)-2,2-dimethyl-5-(2,2,2-trifluoroethyl)tetrahydrofuro[2,3-d][1,3]dioxole C(C1=CC=CC=C1)O[C@@H]1[C@@](O[C@@H]2OC(O[C@@H]21)(C)C)(CC(F)(F)F)COCC2=CC=CC=C2